3-(3-((6-((2-chlorothiazol-4-yl)methoxy)pyridin-3-yl)methyl)isoxazol-5-yl)pyridin-2-amine ClC=1SC=C(N1)COC1=CC=C(C=N1)CC1=NOC(=C1)C=1C(=NC=CC1)N